5-methoxylsalicylic acid O(C)C1=CC=C(C(C(=O)O)=C1)O